FC(C=1C(=NOC1C)C(=O)OC)F methyl 4-(difluoromethyl)-5-methylisoxazole-3-carboxylate